6-(((S)-2-ethylmorpholino)methyl)-2-(3-((1s,3R)-3-methyl-1-(4-methyl-4H-1,2,4-triazol-3-yl)cyclobutyl)phenyl)-4-(trifluoromethyl)isoindolin-1-one C(C)[C@@H]1OCCN(C1)CC1=CC(=C2CN(C(C2=C1)=O)C1=CC(=CC=C1)C1(CC(C1)C)C1=NN=CN1C)C(F)(F)F